C(C1=CC=CC=C1)O[C@@H]1[C@H]([C@](C1)(O)C)C |r| (±)-(1S,2R,3S)-3-Benzyloxy-1,2-dimethyl-cyclobutanol